CN1CCN(CC1)C/C=C/C(=O)O (E)-4-(4-methylpiperazin-1-yl)2-butenoic acid